endo-8-azabicyclo[3.2.1]octan-2-ol C1C[C@@H]2[C@@H](CC[C@H]1N2)O